CC1(C2=CC=CC=C2OC=2C=CC3C(C12)O3)C 9,9-dimethylxanthene oxide